C1(CCC1)C#CC=1C=C(C=CC1)C1=CC(=C(N1CC1=CC(=C(C=C1)S(N)(=O)=O)F)CC1CC1)C=1SC(=C(N1)C(=O)O)C([2H])([2H])[2H] 2-(5-(3-(cyclobutylethynyl)phenyl)-2-(cyclopropylmethyl)-1-(3-fluoro-4-sulfamoylbenzyl)-1H-pyrrol-3-yl)-5-(methyl-d3)thiazole-4-carboxylic acid